N[C@H](C(=O)O)CC l-alpha-aminobutyric acid